(R)-N-(2-fluoro-5-((tetrahydro-2H-pyran-4-yl)oxy)benzylidene)-2-methylpropan-2-sulfinamide FC1=C(C=N[S@](=O)C(C)(C)C)C=C(C=C1)OC1CCOCC1